CN(S(=O)(=O)NC1=C(C=C(C(=O)O)C=C1)C1OCCO1)C 4-[(dimethylsulfamoyl)amino]-3-(1,3-dioxolan-2-yl)benzoic acid